FC(C1=CC=C(C=C1)CC(=O)ON1C(CCC1=O)=O)(F)F 2,5-dioxopyrrolidin-1-yl 2-(4-(trifluoromethyl)phenyl)acetate